COC(C1=CC(=C(C=C1)NC(C1=CC=C(C=C1)N1C(=NC=2C1=NC(=CC2)C2=CC=CC=C2)C=2C(=NC=CC2)N)=O)F)=O.ClC/C=C/CN2C(C=1C(C2=O)=CC=CC1)=O N-(trans-4-chloro-2-buten-1-yl)phthalimide methyl-4-(4-(2-(2-aminopyridin-3-yl)-5-phenyl-3H-imidazo[4,5-b]pyridin-3-yl)benzamido)-3-fluorobenzoate